FC(C(=O)O)(F)F.NCCC1=CC=C(C=C1)NC(=O)C1=C(C=C(C(=C1)OC)OC)NC(=O)C1=NC2=CC=CC=C2N=C1 N-(2-((4-(2-aminoethyl)phenyl)carbamoyl)-4,5-dimethoxyphenyl)quinoxaline-2-carboxamide trifluoroacetate